CC1=C(OCCCC=2OC=CN2)C=CC=C1 [3-(2-methylphenoxy)propyl]oxazole